N[C@@H]1C2=CC=CC=C2CC12CCN(CC2)C2=NC=1C(=NC=C(N1)SC=1C(=NC=CC1)C(F)(F)F)N2CC(=O)N (S)-2-(2-(1-amino-1,3-dihydrospiro[indene-2,4'-piperidin]-1'-yl)-5-((2-(trifluoromethyl)pyridin-3-yl)thio)-1H-imidazo[4,5-b]pyrazin-1-yl)acetamide